(2R)-2-methyl-4-(3,4,5-trifluorophenyl)-N-(2-{1-[(2,3,4-trifluorophenyl)methyl]piperidin-4-yl}ethyl)piperazine-1-carboxamide C[C@H]1N(CCN(C1)C1=CC(=C(C(=C1)F)F)F)C(=O)NCCC1CCN(CC1)CC1=C(C(=C(C=C1)F)F)F